COC=1C(=CC2=CC=CC(=C2C1)OC[C@H]1NC(C[C@H]1C)=O)C(=O)N 3-methoxy-5-{[(2S,3R)-3-methyl-5-oxopyrrolidin-2-yl]methoxy}naphthalene-2-carboxamide